CC1=C(C2=C(C(N(C=C2C#CC2=C(C=CC=C2)OC(F)(F)F)C)=O)N1)C(=O)OCC ethyl 2,6-dimethyl-7-oxo-4-[2-[2-(trifluoromethoxy)phenyl]ethynyl]-1H-pyrrolo[2,3-c]pyridine-3-carboxylate